FC(F)(F)C=1C=CC=2C(NC3N(C2N1)CCNC3)=O (trifluoromethyl)-6,6a,7,8,9,10-hexahydro-5H-pyrazino[1,2-a]pyrido[3,2-e]pyrimidin-5-one